(S)-5-ethyl-4-(6-(2-(hydroxymethyl)-1H-pyrrolo[3,2-b]pyridin-5-yl)-4-((methylsulfonyl)ethyl)pyridin-2-yl)morpholin-3-one C(C)[C@H]1COCC(N1C1=NC(=CC(=C1)CCS(=O)(=O)C)C1=CC=C2C(=N1)C=C(N2)CO)=O